CN(C)C=NC1=NC2=NC=C(CN(C3=CC=C(C(=O)O)C=C3)C=O)N=C2C(N1)=O N2-(N,N-dimethylaminomethylene)-10-formylpteroic acid